F[C@@H]1[C@H](CNCC1)NC1=CC=CC(=N1)C1=CN=C2N1C=C(N=C2)N2C(COCC2)=O 4-(3-(6-(((3S,4S)-4-fluoropiperidin-3-yl)amino)pyridin-2-yl)imidazo[1,2-a]pyrazin-6-yl)morpholin-3-one